ethyl 6-[tert-butoxycarbonyl (methyl) amino]-2-[(2S,3R)-3-[tert-butyl (dimethyl) silyl]oxy-2-(cyclopentoxy)-3-(3,5-dimethoxy-4-methyl-phenyl) propyl]-1,3-benzothiazole-4-carboxylate C(C)(C)(C)OC(=O)N(C=1C=C2C(N=C(S2)C[C@@H]([C@@H](C2=CC(=C(C(=C2)OC)C)OC)O[Si](C)(C)C(C)(C)C)OC2CCCC2)=C(C1)C(=O)OCC)C